NC1=C(C=CC=C1)C1=C(C(=C(C=C1)S(=O)(=O)CCNC(OC(C)(C)C)=O)S(N(CC1=CC=C(C=C1)OC)CC1=CC=C(C=C1)OC)(=O)=O)C=1N=NN(N1)CC1=CC=C(C=C1)OC tert-Butyl (2-((2'-amino-3-(N,N-bis(4-methoxybenzyl)sulfamoyl)-2-(2-(4-methoxybenzyl)-2H-tetrazol-5-yl)-[1,1'-biphenyl]-4-yl)sulfonyl)ethyl)carbamate